ClC(C(C)(N(P1OCC(CO1)(C)C)P1OCC(CO1)(C)C)Cl)Cl trichloro[N,N-bis(5,5-dimethyl-1,3-dioxaphosphorinanyl)-N-isopropylamine]